NC(CC(=O)O)CC1=CC(=C(C=C1)Cl)Cl l-3-amino-4-(3,4-dichlorophenyl)butanoic acid